2,3,7,8-tetrachlorodibenzo-p-dioxin ClC1C=C2C(=CC=1Cl)OC1C=C(Cl)C(Cl)=CC=1O2